(1S,3S,4S)-3-[1,1-dimethylethyl(dimethyl)silyl]oxy-4-iodo-N-methoxy-N-methyl-cyclohexanecarboxamide CC(C)(C)[Si](O[C@H]1C[C@H](CC[C@@H]1I)C(=O)N(C)OC)(C)C